(3-Diphenylphosphanyl-2-bicyclo[2.2.1]hept-5-enyl)-diphenyl-phosphan C1(=CC=CC=C1)P(C1C(C2C=CC1C2)P(C2=CC=CC=C2)C2=CC=CC=C2)C2=CC=CC=C2